Glyceryl Linoleat Lactat C(C(O)C)(=O)O.C(CCCCCCC\C=C/C\C=C/CCCCC)(=O)OCC(O)CO